[N+](=O)([O-])C1=CC(=C(C(=O)O)C=C1)C1=NC(=NC=C1)NC1=CC=C(C=C1)C(F)(F)F 4-nitro-2-(2-((4-(trifluoromethyl)phenyl)amino)pyrimidin-4-yl)benzoic acid